methyl (2S)-2-[[(benzyloxy)carbonyl]amino]-3-[(2S)-morpholin-2-yl]propanoate C(C1=CC=CC=C1)OC(=O)N[C@H](C(=O)OC)C[C@H]1CNCCO1